propyl 5-((1r,3r)-1-azido-3-(5-((2,4-dimethoxybenzyl)amino)-7-methoxy-[1,2,4]triazolo[1,5-c]quinazolin-2-yl)cyclobutyl)picolinate N(=[N+]=[N-])C1(CC(C1)C1=NN2C(=NC=3C(=CC=CC3C2=N1)OC)NCC1=C(C=C(C=C1)OC)OC)C=1C=CC(=NC1)C(=O)OCCC